2-Methylsulfonyl-5-nitro-3-(trifluoromethyl)pyridine CS(=O)(=O)C1=NC=C(C=C1C(F)(F)F)[N+](=O)[O-]